(2R,3R,5R,6S)-5-((tert-butyldiphenylsilyl)oxy)-2-(((R,E)-7-isopropoxy-7-oxohept-5-en-2-yl)oxy)-6-methyltetrahydro-2H-pyran-3-yl benzoate C(C1=CC=CC=C1)(=O)O[C@H]1[C@@H](O[C@H]([C@@H](C1)O[Si](C1=CC=CC=C1)(C1=CC=CC=C1)C(C)(C)C)C)O[C@H](C)CC\C=C\C(=O)OC(C)C